3-(5-(((2-(3-((4-((8-cyclopentyl-7-oxo-7,8-dihydropyrido[2,3-d]pyrimidin-2-yl)amino)piperidin-1-yl)-sulfonyl)phenoxy)ethyl)amino)methyl)-1-oxoisoindolin-2-yl)piperidine-2,6-dione C1(CCCC1)N1C(C=CC2=C1N=C(N=C2)NC2CCN(CC2)S(=O)(=O)C=2C=C(OCCNCC=1C=C3CN(C(C3=CC1)=O)C1C(NC(CC1)=O)=O)C=CC2)=O